TrifluoromethylSamarium FC(F)(F)[Sm]